2-chloro-4,4,6,6-tetramethyl-1,3,2-dioxaphosphinane 2-oxide ClP1(OC(CC(O1)(C)C)(C)C)=O